benzo[b]thiophen-1-ium [SH+]1C2=C(C=C1)C=CC=C2